6-(4-Benzyloxy-6-methyl-indan-5-yl)-4-methyl-3-methylsulfanyl-1,2,4-triazin-5-one C(C1=CC=CC=C1)OC1=C2CCCC2=CC(=C1C=1C(N(C(=NN1)SC)C)=O)C